N-(1-cyclopropyl-6-fluoro-2-(4-fluorophenyl)-5-benzimidazolyl)-5-(4-methylphenyl)-1,3,4-thiadiazol-2-amine C1(CC1)N1C(=NC2=C1C=C(C(=C2)NC=2SC(=NN2)C2=CC=C(C=C2)C)F)C2=CC=C(C=C2)F